N-methyl-phenethylamine CNCCC1=CC=CC=C1